(R)-2-(5-(3-((2-Chloro-5-((1-(2,2,2-trifluoroethyl)-1H-pyrazol-4-yl)ethynyl)pyridin-4-yl)amino)butoxy)-1-methyl-1H-pyrazol-4-yl)pyrimidin-4-amine ClC1=NC=C(C(=C1)N[C@@H](CCOC1=C(C=NN1C)C1=NC=CC(=N1)N)C)C#CC=1C=NN(C1)CC(F)(F)F